3-[[4-[(2R)-3-cyclobutylidene-2-[(6-cyclopropylfuro[2,3-b]pyrazin-2-yl)methylamino]propoxy]-6-(2,6-dimethylphenyl)pyrimidin-2-yl]sulfamoyl]benzoic acid C1(CCC1)=C[C@H](COC1=NC(=NC(=C1)C1=C(C=CC=C1C)C)NS(=O)(=O)C=1C=C(C(=O)O)C=CC1)NCC=1N=C2C(=NC1)OC(=C2)C2CC2